(6aR,9R)-N-ethyl-7-methyl-4,6,6a,7,8,9-hexahydroindolo[4,3-fg]quinoline-9-carboxamide C(C)NC(=O)[C@H]1CN([C@@H]2CC=3C4=C(C2=C1)C=CC=C4NC3)C